C(C)N(CC)CN1N=NC2=C1C=CC=C2 N-diethylaminomethyl-1,2,3-benzotriazole